COC=1C(=C2C=CNC2=C(C1)C)CN1C(CN(CCC1)CC(F)(F)F)C1=CC=C(C(=O)O)C=C1 4-(1-((5-methoxy-7-methyl-1H-indol-4-yl)methyl)-4-(2,2,2-trifluoroethyl)-1,4-diazepan-2-yl)benzoic acid